CC(C(=O)OCC(COC(C(CCCCCC)C)=O)O)CCCCCC 2-Hydroxypropane-1,3-diyl bis(2-methyloctanoate)